chloro-4-(4-fluoro-1-isopropyl-2-methyl-1H-benzo[d]Imidazol-6-yl)pyrimidin ClC1=NC=CC(=N1)C=1C=C(C2=C(N(C(=N2)C)C(C)C)C1)F